bis(4-methoxyphenyl)phosphine COC1=CC=C(C=C1)PC1=CC=C(C=C1)OC